1-(2-(6-Chloro-3-((6-chloropyridin-3-yl)amino)-9H-carbazol-1-yl)ethyl)guanidine ClC=1C=C2C=3C=C(C=C(C3NC2=CC1)CCNC(=N)N)NC=1C=NC(=CC1)Cl